2-((3-(4-((4-(7-oxa-2-azaspiro[3.5]nonan-2-yl)cyclohexyl)amino)-1-(2,2,2-trifluoroethyl)-1H-indol-2-yl)prop-2-yn-1-yl)amino)-5-(methylsulfonyl)phenoxylacetate C1N(CC12CCOCC2)C2CCC(CC2)NC2=C1C=C(N(C1=CC=C2)CC(F)(F)F)C#CCNC2=C(OCC(=O)[O-])C=C(C=C2)S(=O)(=O)C